N-(3,5-dichlorobenzyl)-5-hydroxy-1-(pyridin-2-yl)-1H-pyrazole-3-carboxamide ClC=1C=C(CNC(=O)C2=NN(C(=C2)O)C2=NC=CC=C2)C=C(C1)Cl